O=C1NC(CCC1N1C(C2=CC=C(C=C2C1=O)CCCCCCCN1N=CC(=C1)C1=NC2=CC=CC=C2N=C1)=O)=O (2,6-Dioxopiperidin-3-yl)-5-(7-(4-(quinoxalin-2-yl)-1H-pyrazol-1-yl)heptyl)isoindoline-1,3-dione